BrC=1C=CC=2N(C1)C(=CN2)Cl 6-bromo-3-chloroimidazo[1,2-a]pyridine